N-((3'-Cyano-4'-methoxy-[1,1'-biphenyl]-4-yl)methyl)-4-hydroxy-N-(4-methylpyridin-2-yl)cyclohexanecarboxamide C(#N)C=1C=C(C=CC1OC)C1=CC=C(C=C1)CN(C(=O)C1CCC(CC1)O)C1=NC=CC(=C1)C